C(C)(C)(C)OC(=O)N1[C@@H](CCC1)C1=C2CN(CC2=CC(=C1)C=1C=C2C(=NC1)NC=C2C)C(NC=2C=NC=CC2)=O (S)-2-(6-(3-methyl-1H-pyrrolo[2,3-b]pyridin-5-yl)-2-(pyridin-3-ylcarbamoyl)isoindolin-4-yl)pyrrolidine-1-carboxylic acid tert-butyl ester